2-chloro-4-isothiocyanato-((4-E-(1-pentenyl)phenyl)ethynyl)benzene tert-butyl-N-[(3R,4S)-4-hydroxy-4-methyl-tetrahydrofuran-3-yl]carbamate C(C)(C)(C)OC(N[C@@H]1COC[C@@]1(C)O)=O.ClC1=C(C=CC(=C1)N=C=S)C#CC1=C(C=CC=C1)C=CCCC